FNF difluoro-amine